isobutyl(methyl)((4-(5-(trifluoromethyl)-1,2,4-oxadiazol-3-yl)phenyl)imino)-λ6-sulfanone C(C(C)C)S(=O)(=NC1=CC=C(C=C1)C1=NOC(=N1)C(F)(F)F)C